ClC1=CC=C(C(=N1)C1=NOC(N1)=O)N[C@H](C)C=1C=C(C=C2C(C(=C(OC12)C=1C=NN(C1)C)C)=O)C 3-[6-Chloro-3-[[(1R)-1-[3,6-dimethyl-2-(1-methylpyrazol-4-yl)-4-oxo-chromen-8-yl]ethyl]amino]-2-pyridyl]-4H-1,2,4-oxadiazol-5-one